N,N-diethyl-2-(5-(methylthio)-1H-indol-3-yl)ethan-1-amine C(C)N(CCC1=CNC2=CC=C(C=C12)SC)CC